CC1=C(C(=C(C(=C1[2H])[2H])[2H])[2H])[2H] toluene-2,3,4,5,6-d5